NC1=C(C(=NN1C1=C(C=C(C=C1Cl)C(F)(F)F)Cl)C#N)SC([2H])(F)F 5-amino-1-(2,6-dichloro-4-(trifluoromethyl)phenyl)-4-((difluoromethyl-d)thio)-1H-pyrazole-3-carbonitrile